FCC(CF)N1N=NC2=C1C=C(C=C2)C=2C=CN1N=C(N=C(C12)OC)N[C@H]1[C@H](CN(CC1)CCOC)F 5-(1-(1,3-difluoropropan-2-yl)-1H-benzo[d][1,2,3]triazol-6-yl)-N-((3S,4R)-3-fluoro-1-(2-methoxyethyl)piperidin-4-yl)-4-methoxypyrrolo[2,1-f][1,2,4]triazin-2-amine